(4-chloro-2-fluoro-3-{6-oxo-4-[5-(1-propynyl)pyridin-2-yl]-1,6-dihydropyrimidin-2-yl}benzyl)isobutyramide ClC1=C(C(=C(CC(C(=O)N)(C)C)C=C1)F)C=1NC(C=C(N1)C1=NC=C(C=C1)C#CC)=O